C12N(CC(CC1)CC2)CCNC(=O)C=2C=C(C(=NC2)C)C=2N1C(SC2C=2C=NN(C2)C)=C(C=N1)C(=O)N (5-((2-(2-azabicyclo[2.2.2]oct-2-yl)ethyl)carbamoyl)-2-methylpyridin-3-yl)-2-(1-methyl-1H-pyrazol-4-yl)pyrazolo[5,1-b]thiazole-7-carboxamide